BrC1=CC(=C(C=C1)C(=O)N1CCOCC1)Cl (4-bromo-2-chlorophenyl)(morpholino)methanone